C(#N)CCOCC(COCCC#N)OCCC#N 3-{[1,3-bis(2-cyanoethoxy)propan-2-yl]oxy}propanenitrile